BrC=1C=C2C(=NC(=NC2=CC1NC(C)C)C)N[C@H](C)C1=C(C(=CC=C1)C(F)(F)F)C (R)-6-Bromo-N7-isopropyl-2-methyl-N4-(1-(2-methyl-3-(trifluoromethyl)phenyl)ethyl)quinazoline-4,7-Diamine